tert-butyl 2-((6-(5-cyanopyrazin-2-ylamino)-3-(thiazol-2-yl)pyridazin-4-ylamino)methyl)morpholine-4-carboxylate C(#N)C=1N=CC(=NC1)NC1=CC(=C(N=N1)C=1SC=CN1)NCC1CN(CCO1)C(=O)OC(C)(C)C